2-cyano-N-(2,5,8,11,14,17-hexaoxanonadec-19-yl)acetamide C(#N)CC(=O)NCCOCCOCCOCCOCCOCCOC